O[C@@]1(C(N(CC1)C)=O)C1=CC(=NO1)C1=CC(=CC=C1)C1=NC(=NC=C1)N[C@H]1COCC1 (R)-3-Hydroxy-1-methyl-3-(3-(3-(2-(((R)-tetrahydrofuran-3-yl)amino)pyrimidin-4-yl)phenyl)isoxazol-5-yl)pyrrolidin-2-one